NC1=CC=C(C=C1)C=1N=C2N(C(=NC=C2)N)C1C=1C=NC(=CC1)OC1CC1 2-(4-aminophenyl)-3-(6-cyclopropoxypyridin-3-yl)imidazo-[1,2-c]pyrimidin-5-amine